1-phenyl-3-phenylindolin-2-one C1(=CC=CC=C1)N1C(C(C2=CC=CC=C12)C1=CC=CC=C1)=O